ClCC1=CC=C(C=C1)C=1C=CC(=CC1)CCl bis(chloromethyl)-5,5'-biphenyl